(3aR,5aR,7S)-2,2,6,6,7,8,8-heptamethyl-3,3a,4,5,5a,6,7,8-octahydro-2H-indeno[4,5-b]furan CC1(C[C@@H]2C(O1)=C1C([C@H](C([C@H]1CC2)(C)C)C)(C)C)C